(2S,4r)-1-[(2S)-3,3-dimethyl-2-[4-[(4-methylpiperazin-1-yl)methyl]triazol-1-yl]butanoyl]-4-hydroxy-N-methyl-pyrrolidine-2-carboxamide CC([C@@H](C(=O)N1[C@@H](C[C@H](C1)O)C(=O)NC)N1N=NC(=C1)CN1CCN(CC1)C)(C)C